OC1=C(C=C(C=C1)CC(=O)OCCCC1=CC=CC=C1)OC 3-phenylpropyl 2-(4-hydroxy-3-methoxy-phenyl)acetate